Decahydro-3H-spiro[furan-2,5-[4,7]methanoindene] C1CCC2C3C4(CC(C12)C3)OCCC4